N-{(2S,3R,4S)-4-fluoro-1-(2-hydroxy-2-methylpropanoyl)-2-[(2,2',3'-trifluoro[1,1'-biphenyl]-3-yl)methyl]pyrrolidin-3-yl}cyclopropanesulfonamide F[C@@H]1[C@@H]([C@@H](N(C1)C(C(C)(C)O)=O)CC=1C(=C(C=CC1)C1=C(C(=CC=C1)F)F)F)NS(=O)(=O)C1CC1